The molecule is a dipeptide consisting of L-norvaline substituted on nitrogen by a 2,4-dinitrophenyl group and connected to L-glutamine via a peptide bond. It has a role as an epitope. It contains a 2,4-dinitrophenyl group. CCC[C@@H](C(=O)N[C@@H](CCC(=O)N)C(=O)O)NC1=C(C=C(C=C1)[N+](=O)[O-])[N+](=O)[O-]